[6-(Trifluoromethyl)nicotinyl]acetic acid methyl ester COC(CCC1=CN=C(C=C1)C(F)(F)F)=O